ClC=1C=C2C(=CC(=NC2=CC1)C(F)(F)F)N[C@@H]1C[C@@H](CCC1)NC(=O)C=1C(=NN(C1)CC(F)F)C#N N-[(1R,3S)-3-{[6-chloro-2-(trifluoromethyl)quinolin-4-yl]amino}cyclohexyl]-3-cyano-1-(2,2-difluoroethyl)-1H-pyrazole-4-carboxamide